CP(C1=CSC=C1P(C)C)C 3,4-di(dimethylphosphino)-thiophene